(naphthalen-1-yl-(phenyl)methyl)pyridine C1(=CC=CC2=CC=CC=C12)C(C1=CC=CC=C1)C1=NC=CC=C1